C(C)(C)(C)N1C[C@H]([C@@H](C1)C1=CC=CC=C1)C(=O)NC1=CC(=CC=C1)OC1=CC=NC=C1 |r| tert-Butyl-(±)-trans-4-phenyl-N-[3-(pyridin-4-yloxy)phenyl]pyrrolidine-3-carboxamide